F[P-](F)(F)(F)(F)F.O[N+](=C(O)N)C1=CC=CC=2NN=NC21 hydroxybenzotriazolyl-uronium hexafluorophosphate